tri-iso-propyl phosphate P(=O)(OC(C)C)(OC(C)C)OC(C)C